BrC1=CC(=C(C(C1(O)[2H])[N+](=O)[O-])OCC1=CC=C(C=C1)OC)F 6-bromo-4-fluoro-3-((4-methoxybenzyl)oxy)-2-nitrophenol-1-d